2-(3-acetyl-1H-indazol-1-yl)-N-(2-((3-chloro-2-fluorophenylmethyl)amino)-2-oxoethyl)-N-isopropylacetamide C(C)(=O)C1=NN(C2=CC=CC=C12)CC(=O)N(C(C)C)CC(=O)NCC1=C(C(=CC=C1)Cl)F